tert-butyl 3-((2-(2-((6,6-dimethyl-2,4-dioxo-3-azabicyclo[3.1.0]hexan-3-yl)methyl)thieno[3,2-b]pyridin-7-yl)-4-methyl-6-(trifluoromethyl)pyridin-3-yl)carbamoyl)azetidine-1-carboxylate CC1(C2C(N(C(C12)=O)CC1=CC2=NC=CC(=C2S1)C1=NC(=CC(=C1NC(=O)C1CN(C1)C(=O)OC(C)(C)C)C)C(F)(F)F)=O)C